2-[[1-(2-hydroxyethyl)pyrazol-4-yl]amino]-8-methyl-6-(1-prop-2-enoyl-3,4-dihydro-2H-quinolin-4-yl)pyrido[2,3-d]pyrimidin-7-one OCCN1N=CC(=C1)NC=1N=CC2=C(N1)N(C(C(=C2)C2CCN(C1=CC=CC=C21)C(C=C)=O)=O)C